FC1=CC=C(C=C1)B(O)O 4-fluorobenzeneboronic acid